ClC=1N=CC=2N(C=3N(C2N1)C1(CN3)CCC(CC1)OC)C 2'-chloro-4-methoxy-5'-methyl-5',7'-dihydrospiro[cyclohexane-1,8'-imidazo[1,2-e]purine]